8-chloro-5-(3-chlorophenyl)-2-methyl-[1,2,4]triazolo[1,5-c]pyrimidin-7-amine ClC=1C=2N(C(=NC1N)C1=CC(=CC=C1)Cl)N=C(N2)C